C(C)(=O)O[C@]1(C(N(C1)C)=O)C1=CC(=CC=C1)O[Si](C)(C)C(C)(C)C (R,S)-3-(3-((tert-butyldimethylsilyl)oxy)phenyl)-1-methyl-2-Oxoazetidin-3-yl acetate